O.C1(C(C(CCC1)(C(=O)O)C(=O)O)(C(=O)O)C(=O)O)(C(=O)O)C(=O)O cyclohexanehexacarboxylic acid monohydrate